COC1=NC=CC(=C1)N1N=CC2=CC(=C(C=C12)C)C1C[C@@H]2[C@@H](CN(C2)C2COCCC2)C1 (2-methoxypyridin-4-yl)-6-methyl-5-((3aR,5s,6aS)-2-(tetrahydro-2H-pyran-3-yl)octahydrocyclopenta[c]pyrrol-5-yl)-1H-indazole